CC1=C(C=C(N)C=C1)C1=NOC(=N1)C 4-methyl-3-(5-methyl-1,2,4-oxadiazol-3-yl)aniline